7-(piperazin-1-yl)-2-{4-[2-(trifluoromethyl)phenoxy]phenyl}-4,5,6,7-tetrahydro-2H-pyrazolo[4,3-b]pyridine-3-carboxamide N1(CCNCC1)C1C=2C(NCC1)=C(N(N2)C2=CC=C(C=C2)OC2=C(C=CC=C2)C(F)(F)F)C(=O)N